3-(2,2-dibromovinyl)-8-methoxy-2H-chromene BrC(=CC=1COC2=C(C=CC=C2C1)OC)Br